N-(4-(4-amino-2,7-dimethyl-7H-pyrrolo[2,3-d]pyrimidin-5-yl)-2-fluoro-5-methylphenyl)-2-(3-fluorophenyl)-2-hydroxyacetamide NC=1C2=C(N=C(N1)C)N(C=C2C2=CC(=C(C=C2C)NC(C(O)C2=CC(=CC=C2)F)=O)F)C